NC(C(=O)[O-])=S 2-amino-2-thioxo-acetate